bisphenol A-bis(glycidyl methacrylate) C(C1CO1)C=C(C(=O)O)C.C(C1CO1)C=C(C(=O)O)C.OC1=CC=C(C=C1)C(C)(C)C1=CC=C(C=C1)O